OC(COCC(=O)O)CCCCCCCCC(C)C 2-((2-hydroxyisotridecyl)oxy)acetic acid